ClC=1C=C(C=2N(N1)C=CN2)N2CCC(CC2)(F)F 6-chloro-8-(4,4-difluoro-1-piperidyl)imidazo[1,2-b]pyridazine